ClC1=C(C=CC(=C1)NC1C(NC(CC1)=O)=O)N1CCC(CC1)(O)CC(=O)OC(C)(C)C tert-butyl 2-[1-[2-chloro-4-[[2,6-dioxo-3-piperidyl]amino] phenyl]-4-hydroxy-4-piperidyl]acetate